P(=O)(O)(O)O.C(CCCCCCCCCCC)C(COCCOCCOCCO)O monolauryl-tetraethylene glycol phosphate